FC1=NC=CC(=C1)C(=O)N1C[C@H](CCC1)C=1OC=C(N1)C1=CC=C(C=C1)F (2-Fluoro-pyridin-4-yl)-{(S)-3-[4-(4-fluoro-phenyl)-oxazol-2-yl]-piperidin-1-yl}-methanone